COC=1C=C(C=NO)C=CC1OC 3,4-Dimethoxybenzaldehyde oxime